BrC1=C2C=C(C=NC2=CC(=C1)C)OC 5-bromo-3-methoxy-7-methylquinoline